FC1=CC(=C(C=C1)N(C1=NN(C=2CN(CCC21)C(=O)OC(C)(C)C)C2OCCCC2)C)C(F)(F)F tert-Butyl 3-[[4-fluoro-2-(trifluoromethyl)phenyl](methyl)amino]-1-(oxan-2-yl)-1H,4H,5H,6H,7H-pyrazolo[3,4-c]pyridine-6-carboxylate